L-2,4-dihydroxybutyrate O[C@H](C(=O)[O-])CCO